3,5-dichloro-N-(3-((2-chloropyridin-3-yl)methyl)-4-oxo-3,4-dihydroquinazolin-5-yl)-4-hydroxybenzamide ClC=1C=C(C(=O)NC2=C3C(N(C=NC3=CC=C2)CC=2C(=NC=CC2)Cl)=O)C=C(C1O)Cl